2-chloro-7-(trifluoromethyl)quinoline-5-carboxylic acid ethyl ester C(C)OC(=O)C=1C=2C=CC(=NC2C=C(C1)C(F)(F)F)Cl